F[C@H]1C[C@H](CNC1)NC=1C2=C(N=CN1)C(=CC(=N2)C2=CC=C(C=C2)CN2CCOCC2)C(=O)N 4-[[(3R,5S)-5-fluoropiperidin-3-yl]amino]-6-[4-(morpholin-4-ylmethyl)phenyl]pyrido[3,2-d]pyrimidine-8-carboxamide